CC1(N(CC(C1)CCCCOC1=CC=C(C=C1)S(N)(=O)=O)C(=O)OC(C)(C)C)C tert-Butyl 2,2-dimethyl-4-[4-(4-sulfamoylphenoxy)butyl]pyrrolidine-1-carboxylate